COC(\C=C\CC[C@@H](C(=O)NC=1C(N(C=CC1)CC(=O)NC1C2CC3CC(CC1C3)C2)=O)NC(=O)C=2OC3=C(C2Cl)C=CC=C3)=O (S,E)-Methyl-6-(3-chlorobenzofuran-2-carboxamido)-7-(1-(2-(2-adamantylamino)-2-oxoethyl)-2-oxo-1,2-dihydropyridin-3-ylamino)-7-oxohept-2-enoat